ClC1=CC2=C(N=C(S2)N2CCN(CC2)C(=O)C2=C(C=CC=C2)S(=O)(=O)CC)C=C1 [4-(6-chloro-1,3-benzothiazol-2-yl)piperazin-1-yl]-(2-ethylsulfonylphenyl)methanone